2-[[(1S,2S)-2-[[4-[6-(3,5-dimethylisoxazol-4-yl)-1H-pyrrolo[2,3-b]pyridin-3-yl]-5-(trifluoromethyl)pyrimidin-2-yl]amino]cyclopentyl]amino]ethanol CC1=NOC(=C1C1=CC=C2C(=N1)NC=C2C2=NC(=NC=C2C(F)(F)F)N[C@@H]2[C@H](CCC2)NCCO)C